O=C1NC=CC=C1C(=O)N 2-oxo-1,2-dihydropyridin-3-carboxamide